1-(2-((4-amino-2H-pyrazolo[3,4-d]pyrimidin-2-yl)methyl)-6-cyclopropylimidazo[1,2-a]pyridin-8-yl)-3-methylimidazolidine-2,4-dione NC=1C=2C(N=CN1)=NN(C2)CC=2N=C1N(C=C(C=C1N1C(N(C(C1)=O)C)=O)C1CC1)C2